Methyl-6-methyl-4-((8-methyl-8-azabicyclo[3.2.1]octan-3-yl)ethynyl)picolinate COC(C1=NC(=CC(=C1)C#CC1CC2CCC(C1)N2C)C)=O